Cl.Cl.BrC1=CC=C(C=C1)C=1N=C2N(C=CC=C2)C1CN1C2CNCC1CC2 8-{[2-(4-Bromophenyl)imidazo[1,2-a]pyridin-3-yl]-methyl}-3,8-diazabicyclo[3.2.1]octane dihydrochloride